((2,6-dimethyl-pyrimidin-4-yl)amino)-N-ethoxy-4-((6-methyl-2-(N-methyl-methane-sulfonamido)pyridin-3-yl)-amino)nicotinamide CC1=NC(=CC(=N1)NC1=C(C(=O)NOCC)C(=CC=N1)NC=1C(=NC(=CC1)C)N(S(=O)(=O)C)C)C